(1S,3S)-3-((2-methyl-6-(1-methyl-5-(((methyl(1-propylcyclopropyl)carbamoyl)oxy)methyl)-1H-pyrazol-4-yl)pyridin-3-yl)oxy)cyclohexane-1-carboxylic acid CC1=NC(=CC=C1O[C@@H]1C[C@H](CCC1)C(=O)O)C=1C=NN(C1COC(N(C1(CC1)CCC)C)=O)C